4-bromo-5-cyclopropyl-3-fluoro-N-methyl-2-nitroaniline BrC1=C(C(=C(NC)C=C1C1CC1)[N+](=O)[O-])F